ClC1=C2C=C(NC2=CC=C1)C(=O)N1CC2(CCC2)CC1C(=O)N[C@@H](C[C@H]1C(NCCC1)=O)C#N 6-(4-chloro-1H-indole-2-carbonyl)-N-((S)-1-cyano-2-((S)-2-oxopiperidin-3-yl)ethyl)-6-azaspiro[3.4]octane-7-carboxamide